CC(=O)N[C@@H]1[C@H](C[C@@](O[C@H]1[C@@H]([C@@H](CO)O)O)(C(=O)O)OC[C@@H]2[C@H]([C@@H]([C@H]([C@@H](O2)O[C@H]3[C@H](O[C@H]([C@@H]([C@H]3O)O)O[C@@H]4[C@H](O[C@H]([C@@H]([C@H]4O)O)O)CO)CO)NC(=O)C)O[C@H]5[C@@H]([C@H]([C@H]([C@H](O5)CO)O)O)O)O)O The molecule is a branched amino pentasaccharide comprising a linear sequence of alpha-D-galactose, N-acetyl-beta-D-glucosamine, beta-D-galactosamine and beta-D-glucosamine residues linked (1->3), (1->4) and (1->4), with an N-acetyl-alpha-neuraminic acid residue linked (2->6) to the N-acetyl-beta-D-glucosamine residue. It has a role as an epitope. It is an amino pentasaccharide and a glucosamine oligosaccharide.